(2s,3s,4r,5r)-5-(6-(benzylamino)-2-(thiophen-2-yl)-9H-purin-9-yl)-3,4-dihydroxy-N-(methyl-d3)-tetrahydrofuran-2-carboxamide C(C1=CC=CC=C1)NC1=C2N=CN(C2=NC(=N1)C=1SC=CC1)[C@H]1[C@@H]([C@@H]([C@H](O1)C(=O)NC([2H])([2H])[2H])O)O